N1=CC(=CC=C1)C=1C=CC=NC1 3,5-bi(pyridine-4-yl)